dihydro-4H-imidazo[4,5-c]pyridin-4-one N1CN=C2C(N=CC=C21)=O